((6-cyclopropylbenzo[d]oxazol-2-yl)amino)-1-methyl-1H-benzo[d]imidazole-5-carboxylic acid C1(CC1)C1=CC2=C(N=C(O2)NC2=NC3=C(N2C)C=CC(=C3)C(=O)O)C=C1